C(C)(C)(C)N1N=C(C2=C1N(C([C@H]([C@H]2C2=CC=C(C=C2)F)NC(C2=CC(=CC=C2)C)=O)=O)C)C N-[(4S,5S)-1-tert-butyl-4-(4-fluorophenyl)-3,7-dimethyl-6-oxo-1H,4H,5H,6H,7H-pyrazolo[3,4-b]pyridin-5-yl]-3-methylbenzamide